6-(4-Fluoropiperidin-1-yl)quinoline-4-carboxylic acid FC1CCN(CC1)C=1C=C2C(=CC=NC2=CC1)C(=O)O